2-(6-((benzyloxy)methyl)-3-azabicyclo[4.1.0]heptan-3-yl)-N-(2-(4,4-difluoropiperidin-1-yl)-6-methylpyrimidin-4-yl)-4-((2-hydroxyethyl)sulfonamido)benzamide C(C1=CC=CC=C1)OCC12CCN(CC2C1)C1=C(C(=O)NC2=NC(=NC(=C2)C)N2CCC(CC2)(F)F)C=CC(=C1)NS(=O)(=O)CCO